N1N=CN=C1[C@@H]1CN(CC1)C(=O)C12C3C4C5(C3C1C5C24)NC2=NC=C(N=C2)C(F)(F)F [(3S)-3-(1H-1,2,4-Triazol-5-yl)pyrrolidin-1-yl]-[4-[[5-(trifluoromethyl)pyrazin-2-yl]amino]cuban-1-yl]methanone